N-(2-cyclohexylethyl)-4-methoxybenzenesulfonamide C1(CCCCC1)CCNS(=O)(=O)C1=CC=C(C=C1)OC